CC1=C(C(=CC(=C1)C(F)(F)F)C)NC(=O)OC(C(=O)OCC)CN1N=CC=C1 Ethyl 2-({[2,6-dimethyl-4-(trifluoromethyl)phenyl]-carbamoyl}oxy)-3-(1H-pyrazol-1-yl)propanoate